5-[[2-[(2-Guanidinoacetyl)amino]thiazol-5-yl]sulfonylamino]thiazol N(C(=N)N)CC(=O)NC=1SC(=CN1)S(=O)(=O)NC1=CN=CS1